O1CCC(CC1)OC=1C=CC=NC1 5-(tetrahydro-pyran-4-yloxy)-pyridin